8-(1-aminoethyl)-3-(cyclobutylmethyl)-6-methyl-2-morpholinoquinazolin-4(3H)-one NC(C)C=1C=C(C=C2C(N(C(=NC12)N1CCOCC1)CC1CCC1)=O)C